methyl-5-(difluoromethoxy)-N-(2-fluorophenyl)pyridine tert-Butyl-(2-((3-amino-5-bromopyridin-2-yl)oxy)ethyl)(2,2,2-trifluoroethyl)carbamate C(C)(C)(C)OC(N(CC(F)(F)F)CCOC1=NC=C(C=C1N)Br)=O.CC1N(C=C(C=C1)OC(F)F)C1=C(C=CC=C1)F